CCCCC[C@@H](/C=C/[C@H]1[C@@H](C[C@@H]([C@@H]1CC(=O)CCCCC(=O)[O-])O)O)O The molecule is a prostaglandin carboxylic acid anion that is the conjugate base of 6-oxoprostaglandin F1alpha, obtained by deprotonation of the carboxy group; major species at pH 7.3. It is a conjugate base of a 6-oxoprostaglandin F1alpha.